[Cu].ClC1=C(C(=C(C(=C1C#N)Cl)Cl)Cl)C#N 2,4,5,6-tetrachlorobenzene-1,3-dicarbonitrile Copper